C/C=C(\\C)/C=C/C=C/[C@@H]([C@@H](C)[C@H]([C@@H](C)CCC1=C(C(=O)C2=C(O1)C(=C(C=C2OC)OC)O)C)OC)OC The molecule is a member of the class of chromones that is isolated from Stigmatella aurantiaca Sg a15. It has a role as a bacterial metabolite and a quinol oxidation site inhibitor. It is a member of chromones, a member of phenols, an aromatic ether and an olefinic compound.